C1(=CC=CC2=CC=CC=C12)C(=O)[O-].CC1=NC2=C(C=CC=C2C=C1)O.CC1=NC2=C(C=CC=C2C=C1)O.[Ga+3].C1(=CC=CC2=CC=CC=C12)C(=O)[O-].C1(=CC=CC2=CC=CC=C12)C(=O)[O-] gallium bis(2-methyl-8-hydroxyquinoline) 1-naphthoate